ClC=1C(=NC(=NC1)NC1CCOCC1)C1=CC=C2CN(C(C2=C1)=O)CC(=O)NC(C)C=1SC=C(N1)C 2-(6-{5-chloro-2-[(oxacyclohex-4-yl)amino]pyrimidin-4-yl}-1-oxo-2,3-dihydro-1H-isoindol-2-yl)-N-[1-(4-methyl-1,3-thiazol-2-yl)ethyl]acetamide